C(C)OC(C(C(F)(F)F)=O)=O trifluoro-2-oxo-propionic acid ethyl ester